C1(=CC=CC=C1)S(=O)(=O)OCCCCCCCC.[Na] sodium octyl benzenesulphonate